tert-butyl (1R,5R,6R)-3-(3,6-dichloro-5-fluoro-4-methyl-2,7-naphthyridin-1-yl)-6-hydroxy-3,8-diazabicyclo[3.2.1]octane-8-carboxylate ClC=1N=C(C2=CN=C(C(=C2C1C)F)Cl)N1C[C@H]2C[C@H]([C@@H](C1)N2C(=O)OC(C)(C)C)O